4-(benzyloxymethyl)-1-methyl-2,6,7-trioxabicyclo[2.2.2]octane C(C1=CC=CC=C1)OCC12COC(OC1)(OC2)C